C1(CC1)COC=1C(=NC=CC1)C(=O)O 3-(cyclopropylmethoxy)pyridine-2-carboxylic acid